OCC=1N(C(N(C1)C1=CC(=C(C=N1)C#N)OC)=O)C(C)C 6-(4-(hydroxymethyl)-3-isopropyl-2-oxo-2,3-dihydro-1H-imidazol-1-yl)-4-methoxypyridine-3-carbonitrile